NC=1C=2N(C3=CC(=CC=C3N1)C(=O)N(C1CCC3=CC(=CC=C13)C(F)(F)F)C1CCC1)N=NN2 4-amino-N-cyclobutyl-N-(5-(trifluoromethyl)-2,3-dihydro-1H-inden-1-yl)tetrazolo[1,5-a]quinoxaline-8-carboxamide